BrC=1C=2N(C=C(C1)C)C=C(N2)C(=O)N2C[C@H]([C@@]1(CC2)NCC2=CC=CC=C2C1)O (8-bromo-6-methylimidazo[1,2-a]pyridin-2-yl)((3R,3'R)-3'-hydroxy-1,4-dihydro-2H-spiro[isoquinoline-3,4'-piperidin]-1'-yl)methanone